1-(2,4,4-trimethyl-2-cyclohexen-1-yl)-2-buten CC=1C(CCC(C1)(C)C)CC=CC